N-(1-(1-((1s,4s)-4-isopropylcyclohexyl)piperidin-4-yl)-2-oxoindolin-3-yl)isobutyramide C(C)(C)C1CCC(CC1)N1CCC(CC1)N1C(C(C2=CC=CC=C12)NC(C(C)C)=O)=O